3-[tert-butoxycarbonyl-(methyl)amino]butanoic acid C(C)(C)(C)OC(=O)N(C(CC(=O)O)C)C